BrC1=NC(=C(C=C1CC1(CCC1)NC(OC(C)(C)C)=O)OCCCOC)OC Tert-butyl N-[1-[[2-bromo-6-methoxy-5-(3-methoxypropoxy)-3-pyridyl]methyl] cyclobutyl]carbamate